Cl.C1(CC1)C1=CSC2=C1OCC(C2)NC 3-cyclopropyl-N-methyl-6,7-dihydro-5H-thieno[3,2-b]pyran-6-amine hydrochloride